C(C)S(=O)(=O)C=1C=C(C=NC1C=1N=C2N(C(N(C(=C2)C(F)(F)F)C)=O)C1)C(C#N)(C)C 2-[5-ethylsulfonyl-6-[6-methyl-5-oxo-7-(trifluoromethyl)imidazo[1,2-c]pyrimidin-2-yl]-3-pyridinyl]-2-methyl-propionitrile